C1(CCCC1)OC1=CC=C(C(=O)NC2=CNC3=CC(=C(C=C23)F)F)C=C1 4-(cyclopentyloxy)-N-(5,6-difluoro-1H-indol-3-yl)benzamide